C(C)N1C(C=CC=C1)N 1-ethylpyridin-2-amine